N-[5-(3-chlorophenyl)-1,2-oxazol-3-yl]-4-{2-methyl-5H,6H,7H-pyrazolo[1,5-a]pyrimidin-4-yl}-4-oxobutanamide ClC=1C=C(C=CC1)C1=CC(=NO1)NC(CCC(=O)N1C=2N(CCC1)N=C(C2)C)=O